BrC1=CN=C2C(=NC(=NN21)Cl)NCC2=C(C=CC=C2)N2N=C(C=C2)N2CCN(CC2)C 7-bromo-2-chloro-N-(2-(3-(4-methylpiperazin-1-yl)-1H-pyrazol-1-yl)benzyl)imidazo[2,1-f][1,2,4]triazin-4-amine